C(C)(C)(C)OC(=O)N1CCC(CC1)C=1N=C2N(C=C(C(=C2F)C(C)(C)O)NC(C2=NC(=CC=C2)[C@@H]2C(C2)(F)F)=O)C1 |o1:34| (R or S)-4-(6-(6-(2,2-difluorocyclopropyl)picolinamido)-8-fluoro-7-(2-hydroxypropan-2-yl)imidazo[1,2-a]pyridin-2-yl)piperidine-1-carboxylic acid tert-butyl ester